C(#N)C=1C=C(C=CC1)C1=CC=C(C=C1)CC=1C(=C(SC1C)C)C(=O)NC1CC2(CC(C2)C(=O)O)C1 6-(4-((3'-cyano-[1,1'-biphenyl]-4-yl)methyl)-2,5-dimethylthiophene-3-carboxamido)spiro[3.3]heptane-2-carboxylic acid